C(C(C)C)N(C(CC)=O)C1=CC=C(C=C1)C1=CC=C(C=C1)C(=O)NCC=1C=NC=CC1 4'-(N-isobutylpropionamido)-N-(pyridin-3-ylmethyl)-[1,1'-biphenyl]-4-carboxamide